1'-(t-butyl) 5'-methyl (5'S)-2-oxo-1,5-dihydro-2H-spiro[benzo[e][1,4]oxazepine-3,3'-pyrrolidine]-1',5'-dicarboxylate O=C1NC2=C(COC13CN([C@@H](C3)C(=O)OC)C(=O)OC(C)(C)C)C=CC=C2